(tert-butoxycarbonyl)-L-valine C(C)(C)(C)OC(=O)N[C@@H](C(C)C)C(=O)O